1,3-Bis(4'-aminophenoxy)benzene Phenyl-(3-chloro-4-methylphenyl)carbamate C1(=CC=CC=C1)N(C(O)=O)C1=CC(=C(C=C1)C)Cl.NC1=CC=C(OC2=CC(=CC=C2)OC2=CC=C(C=C2)N)C=C1